NC1=C2C(=NC=N1)N(N=C2C#CC2=C(C1=C(N(C(=N1)C)C)C=C2F)F)[C@H]2C[C@@H](N(C2)C(=O)OC(C)(C)C)COC (2R,4S)-tert-butyl 4-(4-amino-3-((4,6-difluoro-1,2-dimethyl-1H-benzo[d]imidazol-5-yl)ethynyl)-1H-pyrazolo[3,4-d]pyrimidin-1-yl)-2-(methoxymethyl)pyrrolidine-1-carboxylate